C(C)(C)(C)OC(NNC([C@H](CC(C)C)NC(\C=C\C1=C(C=C(C=C1)Cl)F)=O)=O)=O.OC12C(C(=O)NC1=O)C=CC=C2 o-hydroxyphthalimide tert-butyl-N-[[(2S)-2-[[(E)-3-(4-chloro-2-fluoro-phenyl)prop-2-enoyl]amino]-4-methyl-pentanoyl]amino]carbamate